6-(4-ethylbenzyl)-2-{3-[4-(pyrrolidin-1-yl)butyl]ureido}-4,5,6,7-tetrahydrothieno[2,3-c]pyridine-3-carboxamide C(C)C1=CC=C(CN2CC3=C(CC2)C(=C(S3)NC(=O)NCCCCN3CCCC3)C(=O)N)C=C1